The molecule is a hexanoate ester obtained by the formal condensation of the carboxy group of hexanoic acid (caproic acid) with propan-1-ol. It has a role as a metabolite. It derives from a propan-1-ol. CCCCCC(=O)OCCC